CC1=C(C=C(C=C1)F)N=C=S 5-fluoro-o-tolyl isothiocyanate